5-(8-((1S,2S)-2-(difluoromethyl)cyclopropyl)-3-fluoroimidazo[1,2-b]pyridazin-6-yl)pyrimidine-2,4(1H,3H)-dione FC([C@@H]1[C@H](C1)C=1C=2N(N=C(C1)C=1C(NC(NC1)=O)=O)C(=CN2)F)F